tert-butyl (3R)-3-({[4-(4-cyanophenyl)-5-(4-methylphenyl)pyrimidin-2-yl]oxy}methyl)pyrrolidine-1-carboxylate C(#N)C1=CC=C(C=C1)C1=NC(=NC=C1C1=CC=C(C=C1)C)OC[C@H]1CN(CC1)C(=O)OC(C)(C)C